C(C=C)(=O)N1C[C@H](CCC1)C1=NC(=NO1)C1=CC(=C(C=C1)NC(C1=NC(=CC=C1)C1=CC=NN1)=O)OC(F)(F)F (S)-N-(4-(5-(1-acryloylpiperidin-3-yl)-1,2,4-oxadiazol-3-yl)-2-(trifluoromethoxy)phenyl)-6-(1H-pyrazol-5-yl)picolinamide